N-(2-(4-(Bromo-methyl)phenyl)propan-2-yl)acetamide BrCC1=CC=C(C=C1)C(C)(C)NC(C)=O